C(C)(=O)OC[C@@H]1OC(C[C@@H]([C@@H]1CC(=O)O)CC(=O)O)O (2R,3S,4R)-2-(acetoxymethyl)-6-hydroxytetrahydro-2H-pyran-3,4-diacetic acid